C(C)(C)(C)OC(=O)N1C[C@@H](N(CC1)C1=C(C=C(C=C1)NC1=NC(=CN(C1=O)C)Br)[N+](=O)[O-])C.FC(C(OC1=CC=C(C=N1)C=1N=CC(=NC1)NN)C)(C)F [5-[6-(2,2-difluoro-1-methyl-propoxy)-3-pyridyl]pyrazin-2-yl]hydrazine tert-butyl-(3S)-4-[4-[(6-bromo-4-methyl-3-oxopyrazin-2-yl)amino]-2-nitrophenyl]-3-methylpiperazine-1-carboxylate